2-aminopropane-1-thiol NC(CS)C